Cobaltous Hydroxide [Co](O)O